COC1=C(C=CC(=C1)C)C(C1=CC=CC=C1)NC(=O)C1(CC1)C=1C=C2C(=CNC2=CC1)CCOP(O)(O)=O {2-[5-(1-{[(2-methoxy-4-methylphenyl)(phenyl)methyl]carbamoyl}cyclopropyl)-1H-indol-3-yl]ethoxy}phosphonic acid